C(C)(C)N1N=NC=2C=CC=3C=NC(=NC3C21)NC2=CC=C(C=N2)N2CCS(CC2)(=O)=O 4-(6-((1-Isopropyl-1H-[1,2,3]triazolo[4,5-h]quinazolin-8-yl)amino)pyridin-3-yl)thiomorpholine 1,1-dioxide